O=C[C@H](CC1=CC=CC=C1)NC(=O)C1=CN=CN1C1=CC=CC=C1 (S)-N-(1-OXO-3-PHENYLPROPAN-2-YL)-1-PHENYL-1H-IMIDAZOLE-5-CARBOXAMIDE